C1=CC=C(C=2SC3=C(C21)C=CC=C3)C3=C(C(=NC(=C3N3C2=C(C=1C=CC=CC31)C=NC=C2)N2C3=CC=C(C=C3C=3C=C(C=CC23)C2=CC=CC=C2)C2=CC=CC=C2)N2C3=C(C=1C=CC=CC21)C=NC=C3)N3C2=C(C=1C=CC=CC31)C=NC=C2 5,5',5''-(4-(dibenzo[b,d]thiophen-4-yl)-6-(3,6-diphenyl-9H-carbazol-9-yl)pyridine-2,3,5-triyl)tris(5H-pyrido[4,3-b]indole)